Tert-butyl (1R,4S)-1-((benzyloxy) methyl)-5-(3,5-dimethoxybenzyl)-6-oxo-2,5-diazabicyclo[2.2.1]heptane-2-carboxylate C(C1=CC=CC=C1)OC[C@@]12N(C[C@@H](N(C1=O)CC1=CC(=CC(=C1)OC)OC)C2)C(=O)OC(C)(C)C